C(CCC)C1=C(C=C)C=CC=C1 2-n-butylstyrene